benzyl 3-hydroxy-2,2-dimethylpropanoate OCC(C(=O)OCC1=CC=CC=C1)(C)C